2-methylpyridin-3-carboxamide CC1=NC=CC=C1C(=O)N